P(=O)([O-])([O-])[O-].CC=1[N+](=C(N(C1)C)C)C.CC=1[N+](=C(N(C1)C)C)C.CC=1[N+](=C(N(C1)C)C)C dimethyl-1,3-dimethylimidazolium phosphate